tert-butyl (R)-(cyclopropylmethyl)(1-(6-((4-(5-(dimethylamino)pyridin-3-yl)-1H-1,2,3-triazol-1-yl)methyl) pyridazin-3-yl)piperidin-3-yl)carbamate C1(CC1)CN(C(OC(C)(C)C)=O)[C@H]1CN(CCC1)C=1N=NC(=CC1)CN1N=NC(=C1)C=1C=NC=C(C1)N(C)C